C1N(CCC12CCOCC2)C=O (8-oxa-2-azaspiro[4.5]decan-2-yl)methanone